1,4-dimethyl-imidazole CN1C=NC(=C1)C